4,9-dibromofluoranthene BrC=1C2=CC=CC=3C4=CC(=CC=C4C(=CC1)C32)Br